ClC1=CC=C2C(=NN(C2=C1)C1=CC=C(C=C1)S(=O)(=O)C)C(C)N1N=C(C=2C1=NC=NC2N)C 1-(1-(6-chloro-1-(4-(methylsulfonyl)phenyl)-1H-indazol-3-yl)ethyl)-3-methyl-1H-pyrazolo[3,4-d]pyrimidin-4-amine